Cl.ClC=1C(=NC=C(C1)CN(C)C)[C@H](C(F)(F)F)NC(=O)C=1C=C2CN(C(C2=CC1)=O)C1C(NC(CC1)=O)=O N-((R)-1-(3-chloro-5-((dimethylamino)methyl)pyridin-2-yl)-2,2,2-trifluoroEthyl)-2-(2,6-dioxopiperidin-3-yl)-1-oxoisoindoline-5-carboxamide hydrochloride